C1=CC=CC=2C3=CC=CC=C3C(C12)COC(=O)N[C@@H](CCC(=O)OC(C)(C)C)C(=O)ON1C(CCC1=O)=O 5-(tert-butyl) 1-(2,5-dioxopyrrolidin-1-yl) (((9H-fluoren-9-yl)methoxy)carbonyl)-L-glutamate